N,N-dimethyl-morpholinouronium hexafluorophosphate F[P-](F)(F)(F)(F)F.C[N+](=C(O)NN1CCOCC1)C